COC1=C(C=CC(=C1)NC(=O)C1(CCCC1)C1=CC=CC=C1)NC(C1=CC(=CC=C1)F)=O N-(2-methoxy-4-(1-phenylcyclopentane-1-carboxamido)phenyl)-3-fluorobenzamide